ClC=1C=C(C=CC1)[C@@H](CO)N1C(N2C(C1)=CC(=C2)C2=NC(=NC=C2C)NC(C)C)=O (S)-2-(1-(3-chlorophenyl)-2-hydroxyethyl)-6-(2-(isopropylamino)-5-methylpyrimidin-4-yl)-1H-pyrrolo[1,2-c]imidazol-3(2H)-one